O=C1NC(CCC1N1C(N(C2=C1C=CC(=C2)C2CCN(CC2)C(=O)OCCCC)CC(F)(F)F)=O)=O butyl 4-[1-(2,6-dioxo-3-piperidyl)-2-oxo-3-(2,2,2-trifluoroethyl)benzimidazol-5-yl]piperidine-1-carboxylate